4-[(1,3-dioxoisoindolin-2-yl)methyl]-3-(3-hydroxyprop-1-ynyl)benzonitrile O=C1N(C(C2=CC=CC=C12)=O)CC1=C(C=C(C#N)C=C1)C#CCO